CN(C(OC(C)(C)C)=O)C1=CC=C(C=C1)OC1=NC=C(C=C1)NC(C1=CC=C(C=C1)OC1=CC=CC=C1)=O tert-Butyl methyl[4-({5-[(4-phenoxybenzoyl)amino]pyridin-2-yl}oxy)phenyl]carbamate